[C].C(C(O)C(O)C(=O)O)(=O)O tartaric acid carbon